rac-5-{2-[(2R,5S)-2-(3,4-dimethylphenyl)-5-methylpiperidin-1-Yl]-2-oxoacetamido}Pyridine-3-carboxamide CC=1C=C(C=CC1C)[C@@H]1N(C[C@H](CC1)C)C(C(=O)NC=1C=C(C=NC1)C(=O)N)=O |r|